tert-butyl (S)-3-amino-4-cyano-6a,7,9,10-tetrahydropyrazino[1,2-d]pyrido[3,2-b][1,4]oxazine-8(6H)-carboxylate NC1=C(C=2OC[C@H]3N(C2N=C1)CCN(C3)C(=O)OC(C)(C)C)C#N